ClC1=C(C(=CC=C1)F)\C=N\O (E)-N-[(2-chloro-6-fluorophenyl)methylene]hydroxylamine